C(C)OC(C(C(=N)N)(C)C)=O.FC=1C=C2N(CCN(C2=CC1)C(CCN1CCCC1)=O)C1=CC=C(C=C1)F 1-(6-fluoro-4-(4-fluorophenyl)-3,4-dihydroquinoxalin-1(2H)-yl)-3-(pyrrolidin-1-yl)propan-1-one Ethyl-3-amino-3-imino-2,2-dimethylpropionate